allylpalladium C(C=C)[Pd]